P(=O)([O-])([O-])[O-].[K+].C(=O)(OCC1C2=CC=CC=C2C2=CC=CC=C12)C(O)CN.[K+].[K+] Fmoc-ethanolamine potassium phosphate salt